N-methoxy-N-methyl-2-(propan-2-yloxy)-1,3-oxazole-5-carboxamide CON(C(=O)C1=CN=C(O1)OC(C)C)C